4-methyl-3-(4,4,5,5-tetramethyl-1,3,2-dioxaborolan-2-yl)-1H-pyrazole CC=1C(=NNC1)B1OC(C(O1)(C)C)(C)C